(S)-6-ethoxy-2-methyl-N-(6-(3-methylpiperazin-1-yl)pyridazin-3-yl)pyrazolo[1,5-a]pyridine-5-carboxamide C(C)OC=1C(=CC=2N(C1)N=C(C2)C)C(=O)NC=2N=NC(=CC2)N2C[C@@H](NCC2)C